CC=1OC2=C(C1C1(CC1)N)C=C(C=C2)OCC2=NC=CC=C2 1-{2-methyl-5-[(pyridin-2-yl)methoxy]-1-benzofuran-3-yl}cyclopropan-1-amine